FC(CCC)F (2S)-4,4-difluorobutan